C1(CCCC1)C1C(C(CC1)C1CCCC1)=C1C(CCC1)=O 2,5-dicyclopentylcyclopentylidenecyclopentane-1-one